BrC=1C=CC(=NC1OCC1CC1)C(=O)N[C@H](C(=O)OC)CC(C)C (S)-Methyl 2-(5-bromo-6-(cyclopropylmethoxy) picolinamido)-4-methylpentanoate